2,4-diaminoimidazole NC=1NC=C(N1)N